S(C#N)CCC[Si](OCC)(OCC)OCC 3-thiocyanatopropyl-triethoxysilane